(1r,2'R,4R)-4-(3-chloroanilino)-2'-{3-[(6-methyl-1H-indol-4-yl)oxy]propyl}-2',3'-dihydrospiro[cyclohexane-1,1'-indene]-4-carboxylic acid ClC=1C=C(NC2(CCC3([C@@H](CC4=CC=CC=C34)CCCOC3=C4C=CNC4=CC(=C3)C)CC2)C(=O)O)C=CC1